N1C=NC2=C1C=CC(=C2)\C=C\2/N=C(NC2=O)NC21CC3(CC(CC(C2)C3)C1)F (4Z)-4-(1H-benzimidazol-5-ylmethylene)-2-[(3-fluoro-1-adamantyl)amino]-1H-imidazol-5-one